hexamethylendodecanoamid CC(C(C(C(=O)N)(C)C)(C)C)(CCCCCC)C